NC1=C2C(N(C(C2=CC=C1)=O)C1C(N(C(CC1)=O)CCS(=O)C)=O)=O 4-amino-2-(1-(2-methyl-sulfinyl-ethyl)-2,6-dioxopiperidin-3-yl)-isoindolin-1,3-dione